N=S(=O)(C)CC1CCN(CC1)C1=C(C=NC2=C(C=CC=C12)OC)C#N 4-(4-{[imino(methyl)oxo-λ6-sulfanyl]methyl}piperidin-1-yl)-8-methoxyquinoline-3-carbonitrile